N-(4-(5-benzyl-2-(4-fluorophenyl)-4,5,6,7-tetrahydropyrazolo[1,5-a]pyrazin-3-yl)pyridin-2-yl)propionamide C(C1=CC=CC=C1)N1CC=2N(CC1)N=C(C2C2=CC(=NC=C2)NC(CC)=O)C2=CC=C(C=C2)F